N,N-bis-(vinylphosphino)aminothiophene-1,1-dioxide C(=C)PN(PC=C)C=1S(C=CC1)(=O)=O